7-(3-(4-fluoro-2,6-dimethylphenoxy)-5-methylphenyl)-5-methyl-4-oxo-N-(tetrahydro-2H-pyran-4-yl)-4,5-dihydrothieno[3,2-c]pyridine-2-carboxamide FC1=CC(=C(OC=2C=C(C=C(C2)C)C=2C3=C(C(N(C2)C)=O)C=C(S3)C(=O)NC3CCOCC3)C(=C1)C)C